Cl.ClC1=NC=C(C=C1[C@H](CC)NC1=C2N=CNC2=NC=N1)C1=CNC=2N=C(N=CC21)C(F)(F)F (S)-N-(1-(2-chloro-5-(2-(trifluoromethyl)-7H-pyrrolo[2,3-d]pyrimidin-5-yl)pyridin-3-yl)propyl)-9H-purin-6-amine monohydrochloride